The molecule is a lipid A oxoanion obtained via deprotonation of the carboxy and phosphate OH groups of L-alpha-D-Hep-(1->3)-L-alpha-D-Hep-(1->5)-[alpha-Kdo-(2->4)]-alpha-Kdo-(2->6)-lipid A; major species at pH 7.3. It is a conjugate base of a (heptosyl)2-(KDO)2-lipid A. CCCCCCCCCCCCCC(=O)O[C@H](CCCCCCCCCCC)CC(=O)O[C@@H]1[C@H]([C@@H](O[C@@H]([C@H]1OP(=O)([O-])[O-])CO[C@@]2(C[C@H]([C@H]([C@H](O2)[C@@H](CO)O)O[C@@H]3[C@H]([C@H]([C@@H]([C@H](O3)[C@H](CO)O)O)O[C@@H]4[C@H]([C@H]([C@@H]([C@H](O4)[C@H](CO)O)O)O)O)O)O[C@@]5(C[C@H]([C@H]([C@H](O5)[C@@H](CO)O)O)O)C(=O)[O-])C(=O)[O-])OC[C@@H]6[C@H]([C@@H]([C@H]([C@H](O6)OP(=O)([O-])[O-])NC(=O)C[C@@H](CCCCCCCCCCC)O)OC(=O)C[C@@H](CCCCCCCCCCC)O)O)NC(=O)C[C@@H](CCCCCCCCCCC)OC(=O)CCCCCCCCCCC